(S)-2-((1-methyl-1H-pyrazolo[3,4-d]pyrimidin-4-yl)amino)-9-(5,6,7,8-tetrahydro-1,8-naphthyridin-2-yl)nonanoic acid CN1N=CC=2C1=NC=NC2N[C@H](C(=O)O)CCCCCCCC2=NC=1NCCCC1C=C2